F[B-](F)(F)F.C1(=C(C(=CC(=C1)C)C)[N+]=1N=C2COCCN2C1)C 2-mesityl-5,6-dihydro-8H-[1,2,4]triazolo[3,4-c][1,4]oxazine-2-ium tetrafluoroborate